FC1=C(C=C(C=C1)[N+](=O)[O-])B1OC(C(O1)(C)C)(C)C 2-(2-fluoro-5-nitrophenyl)-4,4,5,5-tetramethyl-1,3,2-dioxaborolan